4-aminoisoxazole-5-formamide NC=1C=NOC1C(=O)N